SCSC(SCS)C(SCSC(C(SCSC(C(SC(C)S)SCS)SCS)SCS)SCS)SCS 3,4,8,9,13,14-Hexakis(mercaptomethylthio)-1,16-dimercapto-2,5,7,10,12,15-Hexathiaheptadecane